BrC1=CC=C(C=C1)C1=CC=C(C=C1)CCC 4-bromo-4'-propylbiphenyl